NCC=1C=C(OCCC2CN(CC(C2)C)C(=O)OC(C)(C)C)C=CC1C tert-butyl 3-(2-(3-(aminomethyl)-4-methylphenoxy)ethyl)-5-methylpiperidine-1-carboxylate